((4-(2-methoxy-2-oxoethoxy)phenyl)azanediyl)dipropionic acid COC(COC1=CC=C(C=C1)N(CCC(=O)O)CCC(=O)O)=O